OC(C)(C)C=1C=C(C(=O)O)C=CN1 2-(2-hydroxyprop-2-yl)isonicotinic acid